C(CCCCCCCCCCC)NCCCCCCNCCCCCCCCCCCC di(dodecyl)hexamethylenediamine